ethyl (R)-8-chloro-6-(2-fluorophenyl)-4-methyl-4H-benzo[f]imidazo[1,5-a][1,4]diazepine-3-carboxylate ClC=1C=CC2=C(C(=N[C@@H](C=3N2C=NC3C(=O)OCC)C)C3=C(C=CC=C3)F)C1